BrC1=CC=CC=2N(C(N(C21)C)=O)COCC[Si](C)(C)C 4-bromo-3-methyl-1-((2-(trimethylsilyl)ethoxy)methyl)-1H-benzo[d]imidazole-2(3H)-one